(5-(3-(2-(cyclohexylamino)benzo[d]thiazol-7-yl)phenyl)furan-2-yl)phosphonic acid C1(CCCCC1)NC=1SC2=C(N1)C=CC=C2C=2C=C(C=CC2)C2=CC=C(O2)P(O)(O)=O